CP(=O)(C)C1=C(OC=2C(=NC=NC2)N2CC3(CCN(C3)CC3=CC4=C(NC(N4)=O)C=C3)CC2)C=CC(=C1)F 5-((7-(5-(2-(dimethylphosphoryl)-4-fluorophenoxy)pyrimidin-4-yl)-2,7-diazaspiro[4.4]non-2-yl)methyl)-1H-benzo[d]imidazol-2(3H)-one